2-(5-(3-((2-Chloro-5-((1-(2,2,2-trifluoroethyl)-1H-pyrazol-4-yl)ethynyl)pyridin-4-yl)amino)-2,2-dimethylpropoxy)-1-methyl-1H-pyrazol-4-yl)pyrimidin-4-amine ClC1=NC=C(C(=C1)NCC(COC1=C(C=NN1C)C1=NC=CC(=N1)N)(C)C)C#CC=1C=NN(C1)CC(F)(F)F